FC1=CC=C(C(=N1)NC(C(C)(C)C)=O)C=O N-(6-FLUORO-3-FORMYLPYRIDIN-2-YL)PIVALAMIDE